6-(2-morpholin-4-yl-ethoxy)-2-thieno[3,2-c]pyridin-6-yl-3H-quinazolin-4-one N1(CCOCC1)CCOC=1C=C2C(NC(=NC2=CC1)C1=CC2=C(C=N1)C=CS2)=O